ClC=1C(=CC=C2N3C=4CCCC4N=C3[C@@H](N=C(C12)C1=C(C=CC(=N1)O)F)C)C(F)(F)F 6-[(10S)-6-chloro-10-methyl-5-(trifluoromethyl)-1,9,12-triazatetracyclo[9.6.0.02,7.013,17]heptadeca-2,4,6,8,11,13(17)-hexaen-8-yl]-5-fluoro-pyridin-2-ol